C(C1=CC=CC=C1)N1C[C@](N(CC1)C1=NN(C(=C1Br)C#N)C1CC2(CN(C2)C(=O)OC(C)(C)C)C1)(C)CC tert-butyl (S)-6-(3-(4-benzyl-2-ethyl-2-methylpiperazin-1-yl)-4-bromo-5-cyano-1H-pyrazol-1-yl)-2-azaspiro[3.3]heptane-2-carboxylate